FC1=C(C=C(C(=C1)C(F)(F)F)C1=NN(C=N1)C)NC(=O)N1C2CC(CCC1(C2)C=2OC(=NN2)C)C trans-N-(2-fluoro-5-(1-methyl-1H-1,2,4-triazol-3-yl)-4-(trifluoromethyl)phenyl)-4-methyl-1-(5-methyl-1,3,4-oxadiazol-2-yl)-7-azabicyclo[4.1.1]octane-7-carboxamide